O-((2,2-dimethyltetrahydrofuran-3-yl) methyl) S-methyldithiocarbonate C[SH-]C(OCC1C(OCC1)(C)C)=S